3-(4-Fluoro-2-methylphenoxy)-N-(3-methyl-2-oxo-1,2-dihydropyridin-4-yl)-6-(trifluoromethyl)pyridazine-4-carboxamide FC1=CC(=C(OC=2N=NC(=CC2C(=O)NC2=C(C(NC=C2)=O)C)C(F)(F)F)C=C1)C